C1=CC=CC=2C3=CC=CC=C3C(C12)COC(=O)N[C@H](C(=O)N[C@@H](CCC(=O)OCC)C(NC1=CC=C(C=C1)OC(F)(F)F)=O)CC=1N=NNN1 Ethyl (S)-4-((S)-2-((((9H-fluoren-9-yl)methoxy)carbonyl)amino)-3-(2H-tetrazol-5-yl)propanamido)-5-oxo-5-((4-(trifluoromethoxy)phenyl)amino)pentanoate